(1S,2S,5S)-N1-cyclobutyl-N1-methyl-5-(3-(trifluoromethyl)phenyl)cyclohexane-1,2-diamine C1(CCC1)N([C@@H]1[C@H](CC[C@@H](C1)C1=CC(=CC=C1)C(F)(F)F)N)C